NC1=C(C=C(C=C1)/C=C/C(=O)O)F (E)-3-(4-amino-3-fluorophenyl)acrylic acid